2-methylallyloxy-5,6-dihydro-4H-1,3-oxazine CC(COC=1OCCCN1)=C